(4-(methoxymethylene)cyclohexyl)pyrazolo[1,5-a]pyridine COC=C1CCC(CC1)C1=NN2C(C=CC=C2)=C1